S-trityl-D-cysteine tert-butyl ester C(C)(C)(C)OC([C@H](N)CSC(C1=CC=CC=C1)(C1=CC=CC=C1)C1=CC=CC=C1)=O